1-(4-bromo-2,5-difluorophenyl)piperazine BrC1=CC(=C(C=C1F)N1CCNCC1)F